potassium trifluoro(2-fluoro-6-hydroxyphenyl) borate B(OC1=C(C(=C(C(=C1O)F)F)F)F)([O-])[O-].[K+].[K+]